ClC=1C(=C2C(=NC1C(F)(F)F)CNC2)C 3-Chloro-4-methyl-2-(trifluoromethyl)-6,7-dihydro-5H-pyrrolo[3,4-b]pyridine